O(S(=O)(=O)C(F)(F)F)C=1OC(=CC1)CNCC1=CC=CC=C1 (5-((benzylamino) methyl)-2-furyl) triflate